tert-butyl (5R,9S)-2-methyl-3-oxo-2,3,4,5,6,7,8,9-octahydro-1H-5,9-epiminocycloocta[c]pyrazole-10-carboxylate CN1NC2=C(C1=O)C[C@H]1CCC[C@@H]2N1C(=O)OC(C)(C)C